C(C)(C)(C)OC(=O)N1C(C(C(C1)(F)F)O)CC=1C(=C(C=CC1)C1=CC(=CC=C1)F)F 2-[(2,3'-difluoro[1,1'-biphenyl]-3-yl)methyl]-4,4-difluoro-3-hydroxypyrrolidine-1-carboxylic acid tert-butyl ester